1-(4-(difluoromethyl)phenyl)-3-(isoquinolin-4-yl)-2-oxoimidazolidine-4-carbonitrile FC(C1=CC=C(C=C1)N1C(N(C(C1)C#N)C1=CN=CC2=CC=CC=C12)=O)F